Methyl 1-{[(2S,3S,4R)-2,3,4,5-tetrakis(benzyloxy)pentyl]amino}cyclopropane-1-carboxylate C(C1=CC=CC=C1)O[C@@H](CNC1(CC1)C(=O)OC)[C@@H]([C@@H](COCC1=CC=CC=C1)OCC1=CC=CC=C1)OCC1=CC=CC=C1